sec-butyl-tris(butoxy)tin C(C)(CC)[Sn](OCCCC)(OCCCC)OCCCC